C(CCCCC)C(C(=O)O)CCCCCCCCCC.C(CCCCCCCCCCC)(=O)OCCCCCC HEXYL LAURATE (HEXYLLAURATE)